F[C@H]1CN(CC[C@@H]1C(=O)NC=1C=C2C(=NC=NC2=CC1OC)C=1C(=NN(C1)C)C1=CC=CC=C1)C |r| trans-rac-(3R,4R)-3-fluoro-N-(7-methoxy-4-(1-methyl-3-phenyl-1H-pyrazol-4-yl)quinazolin-6-yl)-1-methylpiperidine-4-carboxamide